C(C)[C@]1(C(OCC=2C(N3CC=4N(C5=CC=C(C=C5C(C4C3=CC21)=O)F)[C@@H]2[C@H](CCC2)CCO)=O)=O)O (S)-4-ethyl-8-fluoro-4-hydroxy-11-((1S,2R)-2-(2-hydroxyethyl)cyclopentyl)-1H-pyrano[3',4':6,7]indolizino[2,1-b]quinoline-3,6,14(4H,11H,12H)-trione